FC1=CC=C(C=C1)C1=CC(=C(C=N1)CNC(C=C)=O)N1N=C(C=C1)C N-((6-(4-fluorophenyl)-4-(3-methyl-1H-pyrazol-1-yl)pyridin-3-yl)methyl)acrylamide